BrC=1C(=NC=CC1NN)Cl 3-bromo-2-chloro-4-hydrazineylpyridine